2-(3,5-dichloro-1H-indazol-4-yl)-1-[(1S,3R)-3-(hydroxymethyl)-1-methyl-5-(1-methylpyrazol-4-yl)-3,4-dihydro-1H-isoquinolin-2-yl]Ethanone ClC1=NNC2=CC=C(C(=C12)CC(=O)N1[C@H](C2=CC=CC(=C2C[C@@H]1CO)C=1C=NN(C1)C)C)Cl